tert-butyl 2-[(3-chloro-4-cyclopropyl-phenyl)methyl]morpholine-4-carboxylate ClC=1C=C(C=CC1C1CC1)CC1CN(CCO1)C(=O)OC(C)(C)C